Cl.C1N(C[C@H]2CNCC[C@H]21)C=2C=NC=CC2C(F)(F)F |r| rac-3-[(3aR,7aR)-octahydro-1H-pyrrolo[3,4-c]pyridin-2-yl]-4-(trifluoromethyl)pyridine hydrochloride